(3S,4R)-benzyl 3-ethyl-4-(3H-imidazo[1,2-A]pyrrolo[2,3-E]pyrazin-8-YL)pyrrolidine-1-carboxylate C(C)[C@@H]1CN(C[C@@H]1C1=CN=C2N1C1=C(N=C2)NC=C1)C(=O)OCC1=CC=CC=C1